N-(3-((2-((2-chloro-4-(5-methyl-2,5-diazabicyclo[2.2.1]heptan-2-yl)phenyl)amino)-5-(trifluoromethyl)pyrimidin-4-yl)amino)propyl)cyclobutanecarboxamide ClC1=C(C=CC(=C1)N1C2CN(C(C1)C2)C)NC2=NC=C(C(=N2)NCCCNC(=O)C2CCC2)C(F)(F)F